C(C)C=1C=CC=C2C=C(C=C(C12)C1=C(C=2N=C(N=C(C2C=N1)N1C[C@H]2CC[C@@H](C1)N2C(=O)OC(C)(C)C)OCC=O)F)O tert-butyl (1R,5S)-3-(7-(8-ethyl-3-hydroxynaphthalen-1-yl)-8-fluoro-2-(2-oxoethoxy)pyrido[4,3-d]pyrimidin-4-yl)-3,8-diazabicyclo[3.2.1]octane-8-carboxylate